thio-norbornene C1CC2(CC1C=C2)S